Methyl 3-amino-4-((3-(difluoromethoxy)phenyl)amino)benzoate NC=1C=C(C(=O)OC)C=CC1NC1=CC(=CC=C1)OC(F)F